CC1=NC2=CC(=C(C=C2C(=N1)N[C@H](C)C=1C=C(C=C(C1)C(F)(F)F)NC(OCC1=CC=CC=C1)=O)O[C@@H]1COCC1)N1CCNCC1 benzyl (3-((R)-1-((2-methyl-7-(piperazin-1-yl)-6-(((S)-tetrahydrofuran-3-yl)oxy)quinazolin-4-yl)amino)ethyl)-5-(trifluoromethyl)phenyl)carbamate